COC1=C(C=CC=C1C=1C=NN(C1)C)NC(=O)C=1C=C2C(=NC1N1CCC(CC1)OC)N=C(O2)N2CCOCC2 N-(2-Methoxy-3-(1-methyl-1H-pyrazol-4-yl)phenyl)-5-(4-methoxypiperidin-1-yl)-2-morpholinooxazolo[4,5-b]pyridine-6-carboxamide